O1CCC(CC1)NC=1C=CC=2N(N1)C(=CN2)C2=CC(=C(C(=C2)OC)OC)OC N-tetrahydropyran-4-yl-3-(3,4,5-trimethoxy-phenyl)imidazo[1,2-b]pyridazin-6-amine